C(C)(C)(C)OC(=O)N[C@H]1C[C@@H](CC1)N1C(N(C=2C=NC(=CC21)NC=2C=C(C=C(C2)C=2C=NN(C2)C)NC(OC2CCC2)=O)C)=O cyclobutyl (3-((1-((1R,3R)-3-((tert-butoxycarbonyl)amino)-cyclopentyl)-3-methyl-2-oxo-2,3-dihydro-1H-imidazo[4,5-c]pyridin-6-yl)amino)-5-(1-methyl-1H-pyrazol-4-yl)phenyl)carbamate